CC1C(OC=C1)=O 3-methyl-furanone